3-Bromo-N'-hydroxypyridine-4-carboxamidine BrC=1C=NC=CC1C(=NO)N